(S,E)-1-amino-4-(4-((4-methoxypyridin-2-yl)carbamoyl)phenyl)-2-(1-(4,4,4-trifluorobut-2-enoyl)piperidin-2-yl)-1H-imidazole-5-carboxamide NN1C(=NC(=C1C(=O)N)C1=CC=C(C=C1)C(NC1=NC=CC(=C1)OC)=O)[C@H]1N(CCCC1)C(\C=C\C(F)(F)F)=O